C(C)N(C(=O)OC=1C(=CC=C2C=CC=NC12)C(N1CCOCC1)C1=NC=CC=C1F)[C@H](C(=O)NC1=CC(=CC=C1)OCC)CCCCC(=O)NC1=C(C=CC=C1)N 7-((3-fluoropyridin-2-yl)(morpholino)methyl)quinolin-8-ol (S)-ethyl-(7-((2-aminophenyl)amino)-1-((3-ethoxyphenyl)amino)-1,7-dioxoheptan-2-yl)carbamate